Cl.C1CC12ON=CC2 4-oxa-5-azaspiro[2.4]Hept-5-ene hydrochloride